4-amino-8-[2-fluoro-5-(4-pyridylmethoxy)phenyl]-2-oxo-N-propyl-1H-quinoline-3-carboxamide NC1=C(C(NC2=C(C=CC=C12)C1=C(C=CC(=C1)OCC1=CC=NC=C1)F)=O)C(=O)NCCC